O[C@@H]1CC2=CC[C@H]3[C@@H]4CC(=C([C@@]4(C)CC[C@@H]3[C@]2(CC1)C)N1C=NC2=C1C=CC=C2)CNC2=CC(=C(C=C2)OC)OC 3β-Hydroxy-17-(1H-benzimidazol-1-yl)-16-(((3,4-dimethoxyphenyl)amino)methyl)-androsta-5,16-diene